4-(5-methoxypyrazin-2-yl)-1',3'-dihydrospiro[cyclohexane-1,2'-inden] COC=1N=CC(=NC1)C1CCC2(CC3=CC=CC=C3C2)CC1